(S)-3-(3-(4-hydroxy-1,6-dimethyl-2-oxo-1,2-dihydropyridin-3-yl)ureido)-3-(6-methyl-3'-(trifluoromethoxy)biphenyl-3-yl)propanoic acid OC1=C(C(N(C(=C1)C)C)=O)NC(N[C@@H](CC(=O)O)C=1C=C(C(=CC1)C)C1=CC(=CC=C1)OC(F)(F)F)=O